ClC=1C=NC(=NC1)NC1CCN(CC1)S(=O)(=O)C=1C=C(C=CC1)C(C(F)F)N1CCC(CC1)C1=CC=C2C(=NN(C2=C1)C)N1C(NC(CC1)=O)=O 1-(6-(1-(1-(3-((4-((5-chloropyrimidin-2-yl)amino)piperidin-1-yl)sulfonyl)phenyl)-2,2-difluoroethyl)piperidin-4-yl)-1-methyl-1H-indazol-3-yl)dihydropyrimidine-2,4(1H,3H)-dione